BrC=1C=C(C=C2CC(N(C12)C(C)C)(C(=O)N1CCOCC1)C)C(=O)NC1=CC=C(C=C1)OC(F)(F)Cl 7-bromo-N-(4-(chlorodifluoromethoxy)phenyl)-1-isopropyl-2-methyl-2-(morpholine-4-carbonyl)indoline-5-carboxamide